n-propoxydimethyl-ethyl-silane butyl-(3,5-di-tert-butyl-4-hydroxybenzyl)malonate C(CCC)C(C(=O)O)(C(=O)O)CC1=CC(=C(C(=C1)C(C)(C)C)O)C(C)(C)C.C(CC)O[Si](CC)(C)C